N1(C=NC=C1)C1=CC=C(C=C1)NCC1=C(C=CC(=C1)\C=C\C1=CC(=C(C=C1)Cl)Cl)O (E)-2-(((4-(1H-imidazol-1-yl)phenyl)amino)methyl)-4-(3,4-dichlorostyryl)phenol